(2S,3S)-L-isoleucine N[C@@H]([C@@H](C)CC)C(=O)O